4-(pyridin-2-yl)piperidin-4-ol N1=C(C=CC=C1)C1(CCNCC1)O